OCC1(CC1)CC#N 2-(1-(Hydroxymethyl)cyclopropyl)acetonitrile